BrC=1C=C(C=2N(C1)N=CC2C#N)C=2C=NC(=CC2)N2[C@H]1[C@@H](CN([C@H]1C2)CC=2C=NC(=CC2)OC)O 6-bromo-4-(6-((1S,4R,5R)-4-hydroxy-2-((6-methoxypyridin-3-yl)methyl)-2,6-Diazabicyclo[3.2.0]Heptane-6-yl)pyridin-3-yl)pyrazolo[1,5-a]Pyridine-3-carbonitrile